7-methoxy-1-{[(2S)-6-oxopiperidin-2-yl]methoxy}isoquinoline-6-carboxamide COC1=C(C=C2C=CN=C(C2=C1)OC[C@H]1NC(CCC1)=O)C(=O)N